IC=1C=C(C(=NC1)NCC1=CC2=C(OC(CO2)C2=CC=C(C=C2)OC)C=C1)[N+](=O)[O-] 5-iodo-N-((2-(4-methoxyphenyl)-2,3-dihydrobenzo[b][1,4]dioxin-6-yl)methyl)-3-nitropyridin-2-amine